(1R,3R)-2-acryloyl-1-(benzo[d][1,3]dioxol-5-yl)-N-propyl-2,3,4,9-tetrahydro-1H-pyrido[3,4-b]indole-3-carboxamide C(C=C)(=O)N1[C@@H](C=2NC3=CC=CC=C3C2C[C@@H]1C(=O)NCCC)C1=CC2=C(OCO2)C=C1